4-(4-((6-amino-9H-purin-9-yl)methyl)-3-methoxyphenyl)-1H-1,2,3-triazol NC1=C2N=CN(C2=NC=N1)CC1=C(C=C(C=C1)C=1N=NNC1)OC